NC1=C(N=C(S1)SC)C(=O)N 5-amino-2-methylsulfanyl-thiazole-4-carboxamide